NC=1C=C(C=C2C=C(N=CC12)NC(=O)[C@H]1[C@@H](C1)C=1C=NN(C1)C)C=1C(=NC=CC1C)C1=CC=CC=C1 (1R,2R)-N-(8-amino-6-(4-methyl-2-phenylpyridin-3-yl)isoquinolin-3-yl)-2-(1-methyl-1H-pyrazol-4-yl)cyclopropanecarboxamide